tris(2,2'-bipyridine) ruthenium bis(perchloric acid) salt Cl(=O)(=O)(=O)[O-].Cl(=O)(=O)(=O)[O-].[Ru+2].N1=C(C=CC=C1)C1=NC=CC=C1.N1=C(C=CC=C1)C1=NC=CC=C1.N1=C(C=CC=C1)C1=NC=CC=C1